3-OXOINDOLINE-2-CARBOXYLATE O=C1C(NC2=CC=CC=C12)C(=O)[O-]